(5'S,7a'R)-1-(3-fluoro-benzene-1-carbonyl)-5'-phenyltetrahydro-3'H-spiro[piperidine-4,2'-pyrrolo[2,1-b][1,3]oxazol]-3'-one FC=1C=C(C=CC1)C(=O)N1CCC2(C(N3[C@H](O2)CC[C@H]3C3=CC=CC=C3)=O)CC1